2-chloro-1,3-dimethylimidazole Chloride [Cl-].ClC1N(C=CN1C)C